C(C)(C)(C)OC(=O)N1CC2=C(C(=CC=C2CC1)CCl)F 7-(chloromethyl)-8-fluoro-3,4-dihydro-1H-isoquinoline-2-carboxylic acid tert-butyl ester